1-(5-bromo-3,4-dihydro-1,4-methyleneisoquinolin-2(1H)-yl)prop-2-en-1-one BrC1=C2C3CN(C(C2=CC=C1)C3)C(C=C)=O